2-(2-methoxyphenyl)-5-[2-(4-pyridinyl)ethynyl]imidazo[1,2-a]pyrimidin-7-amine COC1=C(C=CC=C1)C=1N=C2N(C(=CC(=N2)N)C#CC2=CC=NC=C2)C1